FC1CN(C1)C(=O)NC1=CC(=C(C=C1)F)N1N=C2N=CC(=CC2=C1)N1CCC(CC1)C1COC1 3-fluoro-N-(4-fluoro-3-{5-[4-(oxetan-3-yl)piperidin-1-yl]-2H-pyrazolo[3,4-b]pyridin-2-yl}phenyl)azetidine-1-carboxamide